COC=1C=C2C(=CN1)NC(C21CCC(CC1)=O)=O 5'-methoxy-4H-spiro[cyclohexane-1,3'-pyrrolo[2,3-c]pyridine]-2',4(1'H)-dione